2-(3-((tert-butoxycarbonyl)amino)bicyclo[1.1.1]pentan-1-yl)thiazole-4-carboxylic acid C(C)(C)(C)OC(=O)NC12CC(C1)(C2)C=2SC=C(N2)C(=O)O